C1=CC=C(C=2OC3=C(C21)C=CC=C3)B(O)O 4-dibenzofuranboronic acid